3,15,27-triamino-7,19,31-trihydroxy-10,22,34-trimethyl-1,13,25-trioxa-7,19,31-triaza-cyclohexatriaconta-9,21,33-triene-2,8,14,20,26,32-hexaone NC1C(OCCC(=CC(N(CCCC(C(OCCC(=CC(N(CCCC(C(OCCC(=CC(N(CCC1)O)=O)C)=O)N)O)=O)C)=O)N)O)=O)C)=O